CC1=C(C(=O)OP(=O)(O)O)C(=CC(=C1)C)C.C1(=CC=CC=C1)[Li] phenyl-lithium (2,4,6-trimethylbenzoyl)phosphate